N1N=NN=C1[C@H]1C[C@H](CCC1)N1C(=NC2=C3CC[C@@H](N(C3=CC=C21)C(=O)OC)C)CC2=CC=CC=C2 methyl (S)-3-((1S,3R)-3-(1H-tetrazol-5-yl)cyclohexyl)-2-benzyl-7-methyl-3,7,8,9-tetrahydro-6H-imidazo[4,5-f]quinoline-6-carboxylate